5-[bis(3-methoxybenzyl)aminocarbonyloxymethoxy]pyridine tert-butyl-4-(6-(5-((3-fluoro-5-methyl-2-sulfamoylbenzyl)oxy)pyridin-3-yl)quinazolin-4-yl)piperazine-1-carboxylate C(C)(C)(C)OC(=O)N1CCN(CC1)C1=NC=NC2=CC=C(C=C12)C=1C=NC=C(C1)OCC1=C(C(=CC(=C1)C)F)S(N)(=O)=O.COC=1C=C(CN(C(=O)OCOC=2C=CC=NC2)CC2=CC(=CC=C2)OC)C=CC1